2,6-di-t-butyl-4-(4,6-bis(octylthio)-1,3,5-triazin-2-ylamino)phenol C(C)(C)(C)C1=C(C(=CC(=C1)NC1=NC(=NC(=N1)SCCCCCCCC)SCCCCCCCC)C(C)(C)C)O